methyl 2-((5-cyano-2-methylphenyl)-amino)-5-(trifluoro-methyl)benzoate C(#N)C=1C=CC(=C(C1)NC1=C(C(=O)OC)C=C(C=C1)C(F)(F)F)C